2,4,6-tri-(2-pyridyl)-1,3,5-triazine N1=C(C=CC=C1)C1=NC(=NC(=N1)C1=NC=CC=C1)C1=NC=CC=C1